ClC1=C(C(=NC(=N1)C1=CC(=CC=C1)C1=NN(C=C1)C)NCC=1C=NC=CC1)OC 6-chloro-5-methoxy-2-(3-(1-methyl-1H-pyrazol-3-yl)phenyl)-N-(pyridin-3-ylmethyl)pyrimidin-4-amine